(R)-5-(2-(2,5-difluorophenyl)pyrrolidin-1-yl)-N,N-dimethylpyrazolo[1,5-a]pyrimidine-3-carboxamide FC1=C(C=C(C=C1)F)[C@@H]1N(CCC1)C1=NC=2N(C=C1)N=CC2C(=O)N(C)C